FC1=CC=C(C(=O)N2[C@@H](C=3N(CC2)C(=NC3N3C(CCCC3)=O)C3=NC(=NS3)C)C)C=C1 (R)-1-(7-(4-Fluorobenzoyl)-8-methyl-3-(3-methyl-1,2,4-thiadiazol-5-yl)-5,6,7,8-Tetrahydroimidazo[1,5-a]pyrazin-1-yl)piperidin-2-one